methyl 2-((2-(3-((tert-butoxycarbonyl)amino)propyl)-4-fluoro-phenyl)amino)-5-(trifluoromethyl)benzoate C(C)(C)(C)OC(=O)NCCCC1=C(C=CC(=C1)F)NC1=C(C(=O)OC)C=C(C=C1)C(F)(F)F